S-phenyl 2-(4-(methylthio)phenyl)-2-oxoethanethioate CSC1=CC=C(C=C1)C(C(SC1=CC=CC=C1)=O)=O